tert-Butyl rac-(3S)-6-(2,3-dihydrobenzofuran-7-yl)-3-methyl-3,4-dihydro-2H-pyridine-1-carboxylate O1CCC2=C1C(=CC=C2)C2=CC[C@@H](CN2C(=O)OC(C)(C)C)C |r|